1-Benzyl (2-(2-(2-(2-(4-((8-carbamoyl-5-(methylthio)imidazo[1,2-c]pyrimidin-7-yl)amino)-2,6-dimethoxyphenoxy)ethoxy)ethoxy)ethoxy)ethyl)carbamate C(N)(=O)C=1C=2N(C(=NC1NC1=CC(=C(OCCOCCOCCOCCNC(OCC3=CC=CC=C3)=O)C(=C1)OC)OC)SC)C=CN2